2-chloro-N-(9,10-dioxo-4,5-bis(3-oxobutoxy)-9,10-dihydroanthracen-2-yl)acetamide ClCC(=O)NC1=CC=2C(C3=CC=CC(=C3C(C2C(=C1)OCCC(C)=O)=O)OCCC(C)=O)=O